FC(SC=1CC(=CNC1)C(=O)[O-])(F)F 5-trifluoromethylthio-1,4-dihydropyridine-3-carboxylate